tert-butyl 4-(3,4,5-trichloro-2-methoxyphenyl)piperidine-1-carboxylate ClC=1C(=C(C=C(C1Cl)Cl)C1CCN(CC1)C(=O)OC(C)(C)C)OC